(+/-)-2-((8-amino-6-(5-amino-4-methylpyridin-3-yl)-7-fluoroisoquinolin-3-yl)amino)-4,6-dimethyl-4H,6H-pyrazolo[1,5-e][1,2,5]oxadiazepin-7(8H)-one NC=1C(=C(C=C2C=C(N=CC12)NC1=NN2CC(N(O[C@@H](C2=C1)C)C)=O)C=1C=NC=C(C1C)N)F |r|